C(CCCC)C(CC(=O)CC(=O)O)CCCCC (3-pentyloctanoyl)Acetic acid